BrC1=C(C(=C(C=C1)NCC(=O)[O-])[N+](=O)[O-])Cl ((4-bromo-3-chloro-2-nitrophenyl)amino)acetate